3,5,6,7,8,9-hexahydro-2H-6,9-epiminocyclohepta[c]pyridine-10-carboxamide C=1NCC=C2C1C1CCC(C2)N1C(=O)N